CC1=C2C(=NC=C1)C=CS2C=2NC=1C(=CC3=C(CCNCC3)C1)N2 7-methyl-1-(1,5,6,7,8,9-Hexahydroimidazo[4',5':4,5]benzo[1,2-d]azepin-2-yl)thieno[3,2-b]pyridine